OCCC1=CC=C(C=C1)C1=C(O)C=CC(=C1)O 2-(4'-hydroxyethyl-phenyl)hydroquinone